C(C=CC)(=O)[O-].[K+] potassium butenate